N-Ethyl-7-(2-(4-fluoro-2,6-dimethylphenoxy)-5-(2-hydroxypropan-2-yl)phenyl)-5-methyl-4-oxo-4,5-dihydropyrazolo[1,5-a]pyrazine-2-carboxamide C(C)NC(=O)C1=NN2C(C(N(C=C2C2=C(C=CC(=C2)C(C)(C)O)OC2=C(C=C(C=C2C)F)C)C)=O)=C1